FC1=C(C(=C(C=C1OC)OC)F)CCC=1C=NC(=NC1)NC(=O)N1CCCC2=CC=C(N=C12)C(OC)OC N-[5-[2-(2,6-difluoro-3,5-dimethoxy-phenyl)ethyl]pyrimidin-2-yl]-7-(dimethoxymethyl)-3,4-dihydro-2H-1,8-naphthyridine-1-carboxamide